(2S)-3-(4-hydroxyphenyl)-2-[3-(4-Hydroxyphenyl)prop-2-enoylamino]propanoic acid OC1=CC=C(C=C1)C[C@@H](C(=O)O)NC(C=CC1=CC=C(C=C1)O)=O